(S)-1-[(S)-2-cyclohexyl-2-((S)-2-methylamino-propionylamino)-2-methyl-acetyl]-pyrrolidine-2-carboxylic acid (2-oxazol-2-yl-4-phenyl-thiazol-5-yl)-amide O1C(=NC=C1)C=1SC(=C(N1)C1=CC=CC=C1)NC(=O)[C@H]1N(CCC1)C([C@@](C)(NC([C@H](C)NC)=O)C1CCCCC1)=O